N,N'-dibenzyl-ethylenediamine diacetate C(C)(=O)O.C(C)(=O)O.C(C1=CC=CC=C1)NCCNCC1=CC=CC=C1